3-benzyl-thiazolidine C(C1=CC=CC=C1)N1CSCC1